racemic-methionine calcium [Ca].N[C@@H](CCSC)C(=O)O |r|